bromo-7-methoxy-1-thiophen-3-yl-1,4-dihydro-chromeno[4,3-c]pyrazole-3-carboxylic acid (3-methyl-oxetan-3-yl)-amide CC1(COC1)NC(=O)C=1C2=C(N(N1)C1=CSC=C1)C=1C=CC(=CC1OC2Br)OC